COC1=CC=C(C=C1)N1N=C(C2=C1C(N(CC2)C2=CC=C(C=C2)N2C(CCCC2)=O)=O)C(=O)OC Methyl 1-(4-methoxyphenyl)-7-oxo-6-(4-(2-oxopiperidin-1-yl)phenyl)-4,5,6,7-tetrahydro-1H-pyrazolo[3,4-c]pyridine-3-carboxylate